(5-fluoroquinolin-8-yl)boronic acid FC1=C2C=CC=NC2=C(C=C1)B(O)O